ClC=1C=CC(=C(C1)C1=CC(=C(N=N1)SCCO)NC1=CC(=NC=C1)NC(=O)[C@@H]1C[C@H](C1)N1CCC(CC1)C)F Trans-N-(4-{[6-(5-chloro-2-fluorophenyl)-3-[(2-hydroxy-ethyl)sulfanyl]pyridazin-4-yl]-amino}pyridin-2-yl)-3-(4-methylpiperidin-1-yl)cyclobutane-1-carboxamide